BrC1=CC(=CC=2N1C(=CN2)C#N)OC 5-bromo-7-methoxyimidazo[1,2-a]pyridine-3-carbonitrile